C(C)(C)(C)OC(=O)N1CCC(CC1)C#CC1=C2C=CC=C(C2=CC=C1)C(C)N1CCC(CC1)C(=O)O 1-[1-[5-[2-(1-tert-butoxycarbonyl-4-piperidyl)ethynyl]-1-naphthyl]ethyl]piperidine-4-carboxylic acid